trans-(1R,3S,5S)-bicyclo[3.1.0]hexane-3-ol [C@H]12CC(C[C@@H]2C1)O